4-oxobutyramide piperidine-4-carboxylate N1CCC(CC1)C(=O)O.O=CCCC(=O)N